C(=C\CC)/C=1C=C(C=2C3[C@H](C(OC2C1)=C)CCC(=C3)C)O (6Ar)-3-[(E)-but-1-enyl]-9-methyl-6-methylidene-6a,7,8,10a-tetrahydrobenzo[c]chromen-1-ol